C(#N)C=1C=C(OCC=2CN(CCC2C2=CC=C(C=C2)OC)C(=O)OC(C)(C)C)C=CC1 tert-Butyl 3-[(3-Cyanophenoxy)methyl]-4-(4-methoxyphenyl)-5,6-dihydropyridine-1(2H)-carboxylate